C(C)(C)(C)OC(=O)N(C1=CC(=NC=2N1N=CC2C2CC2)N[C@@H]2CN(CCC2)C(=O)OC(C)(C)C)C2=CC(=CC=C2)C(F)(F)F Tert-Butyl (S)-3-((7-((tert-butoxycarbonyl)(3-trifluoromethylphenyl)amino)-3-cyclopropylpyrazolo[1,5-a]pyrimidin-5-yl)amino)piperidine-1-carboxylate